[SnH3]O stannanol